4-((4-(3-((2-(2,6-dioxopiperidin-3-yl)-1,3-dioxoisoindolin-4-yl)amino)propanoyl)piperazin-1-yl)methyl)-N-(4-methyl-3-((4-(pyridin-3-yl)pyrimidin-2-yl)amino)phenyl)benzamide O=C1NC(CCC1N1C(C2=CC=CC(=C2C1=O)NCCC(=O)N1CCN(CC1)CC1=CC=C(C(=O)NC2=CC(=C(C=C2)C)NC2=NC=CC(=N2)C=2C=NC=CC2)C=C1)=O)=O